C(C(C)C)N1C2CN(CC1CC2)C2=CC=C(C=C2)C2=CC1=C(C(=N2)C)C=C(N1C)C1=CC=C(C=C1)S(=O)(=O)C 6-(4-(8-isobutyl-3,8-diazabicyclo[3.2.1]octan-3-yl)phenyl)-1,4-dimethyl-2-(4-(methylsulfonyl)phenyl)-1H-pyrrolo[3,2-c]pyridine